3-n-butyl-1,2-dimethyl-1H-imidazol-3-ium C(CCC)[N+]1=C(N(C=C1)C)C